4-butylbenzoic acid-4-cyanophenyl ester C(#N)C1=CC=C(C=C1)OC(C1=CC=C(C=C1)CCCC)=O